C1(CC1)N1N=C(C=C1)C=1N=CC=2OCCN(C2N1)C1=CC=NC=C1C#N 4-(2-(1-cyclopropyl-1H-pyrazol-3-yl)-6,7-dihydro-8H-pyrimido[5,4-b][1,4]oxazin-8-yl)nicotinonitrile